ClC1=C(C=C)C=CC=C1 o-Chlorostyrol